2-[CYCLOPROPYL(METHYL)AMINO]ACETIC ACID C1(CC1)N(CC(=O)O)C